CC(C)C1=C(C(=CC=C1)C(C)C)N1C(N(C=C1)C1=C(C=CC=C1C(C)C)C(C)C)[Pd]([N+]1=CC(=CC=C1)Cl)(Cl)Cl [1,3-bis[2,6-bis(prop-2-yl)phenyl]-2,3-dihydro-1H-imidazol-2-yl]Dichloro(3-chloropyridin-1-ium-1-yl)palladium